1-(4-cyclopropyl-3-fluoro-2-hydroxyphenyl)-N-(5-methyl-1-(1H-tetrazol-5-yl)azepan-3-yl)cyclopropane-1-carboxamide C1(CC1)C1=C(C(=C(C=C1)C1(CC1)C(=O)NC1CN(CCC(C1)C)C1=NN=NN1)O)F